3-(3-(4-(2-(4-methoxyphenyl)propan-2-yl)thiazol-2-yl)ureido)-N-methylpropane-1-sulfonamide COC1=CC=C(C=C1)C(C)(C)C=1N=C(SC1)NC(NCCCS(=O)(=O)NC)=O